tert-Butyl (1S,4s)-4-(2-fluoro-5-(((3R,4R)-4-((4-fluoro-3-(trifluoromethyl)phenyl)carbamoyl)tetrahydrofuran-3-yl)carbamoyl)-4-methoxyphenoxy)-1-methylcyclohexane-1-carboxylate FC1=C(OC2CCC(CC2)(C(=O)OC(C)(C)C)C)C=C(C(=C1)OC)C(N[C@H]1COC[C@@H]1C(NC1=CC(=C(C=C1)F)C(F)(F)F)=O)=O